1,8-diazabicyclo[5.4.0]undecene-7-stearate N12C=CCCCC2(NCCC1)CCCCCCCCCCCCCCCCCC(=O)[O-]